NC=1C2=C(N=CN1)N(C(=C2C=2C=NC1=CC=CC=C1C2)C#C)C21CCC(CC2)(C1)NC(=O)C1=NC=C(N=C1)CNC N-(4-(4-Amino-6-ethynyl-5-(quinolin-3-yl)-7H-pyrrolo[2,3-d]pyrimidin-7-yl)bicyclo-[2.2.1]heptan-1-yl)-5-((methylamino)methyl)pyrazine-2-carboxamide